C(C)N1N=C2C(=NNC(C2=C1)=O)C(C)C 2-ethyl-7-isopropyl-5H-pyrazolo[3,4-d]pyridazin-4-one